The molecule is a gallate ester obtained by formal condensation of the carboxy group of gallic acid with the (3'S)-hydroxy group of procyanidin B3. It has a role as a metabolite. It is a gallate ester, a proanthocyanidin, a polyphenol and a biflavonoid. It derives from a gallic acid and a procyanidin B3. C1[C@@H]([C@H](OC2=C1C(=CC(=C2[C@H]3[C@@H]([C@H](OC4=CC(=CC(=C34)O)O)C5=CC(=C(C=C5)O)O)O)O)O)C6=CC(=C(C=C6)O)O)OC(=O)C7=CC(=C(C(=C7)O)O)O